N(=[N+]=[N-])[C@H](C(=O)N1[C@@H](C[C@H](C1)O)C(=O)N[C@@H](C)C1=CC=C(C=C1)C1=C(N=CS1)C)C(C)(C)C (2S,4R)-1-[(2S)-2-azido-3,3-dimethyl-butanoyl]-4-hydroxy-N-[(1S)-1-[4-(4-methylthiazol-5-yl)phenyl]ethyl]pyrrolidine-2-carboxamide